4-[(3-chloro-2-fluorophenyl)amino]-7-methoxyquinazolin-6-yl-4-(2-methylpentyl)-(R)-2-methylpiperazine-1-carboxamide ClC=1C(=C(C=CC1)NC1=NC=NC2=CC(=C(C=C12)[C@]1(N(CCN(C1)CC(CCC)C)C(=O)N)C)OC)F